ClC1=CC2=C(C=C1)C1C(CN(CC1)C(=O)C1=CC(=[NH+]C=C1C)C(=O)N1CCC(CC1)(C#N)C1=CC=CC=C1)O2 1-[4-(7-chloro-3,4,4a,9a-tetrahydro-1H-benzofuro[2,3-c]pyridine-2-carbonyl)-5-methyl-pyridin-1-ium-2-carbonyl]-4-phenyl-piperidine-4-carbonitrile